2'-chloro-N-{6-chloro-[1,3]thiazolo[5,4-c]pyridin-2-yl}-5'-methoxy-6-methyl-[4,4'-bipyridine]-3-carboxamide ClC1=NC=C(C(=C1)C1=C(C=NC(=C1)C)C(=O)NC=1SC=2C=NC(=CC2N1)Cl)OC